C(C)(C)(C)OC(=O)N1CCN(CC1)C1=CC=C(C=C1)C1=C(C=NC(=C1)NC)OC1=C(C(=O)O)C(=CC=C1)Cl 2-((4-(4-(4-(tert-butoxycarbonyl)piperazin-1-yl)phenyl)-6-(methylamino)pyridin-3-yl)oxy)-6-chlorobenzoic acid